3-(2-fluoro-3-methoxy-4-(3-methyl-3-((5-(4-(trifluoromethoxy)phenyl)-1,3,4-oxadiazol-2-yl)amino)azetidin-1-yl)phenyl)piperidine-2,6-dione FC1=C(C=CC(=C1OC)N1CC(C1)(NC=1OC(=NN1)C1=CC=C(C=C1)OC(F)(F)F)C)C1C(NC(CC1)=O)=O